(1R,2S,3R)-3-Hydroxycyclohexane OC1CCCCC1